2,4,5-trichlorobenzene sodium [Na].ClC1=CC=C(C(=C1)Cl)Cl